methyl (2R,3aR,6R,6aS)-6-(hydroxymethyl)-2-methoxy-6a-methyl-4-oxohexahydro-2H-furo[2,3-c]pyrrole-6-carboxylate OC[C@]1(NC([C@H]2[C@@]1(O[C@H](C2)OC)C)=O)C(=O)OC